3-((5-(5-(difluoromethyl)-1,3,4-oxadiazol-2-yl)pyridin-2-yl)methyl)-5-fluoro-1-methyl-1,3-dihydro-2H-benzo[d]imidazol-2-one FC(C1=NN=C(O1)C=1C=CC(=NC1)CN1C(N(C2=C1C=C(C=C2)F)C)=O)F